CC1(CCC=2C(=NN(C2C1)COCC[Si](C)(C)C)C1=NC=2C(=NC=C(C2)NC)N1)C 2-(6,6-Dimethyl-1-((2-(trimethylsilyl)ethoxy)methyl)-4,5,6,7-tetrahydro-1H-indazol-3-yl)-N-methyl-3H-imidazo[4,5-b]pyridin-6-amine